5,7,4'-trihydroxy-6-methoxyflavone OC1=C2C(C=C(OC2=CC(=C1OC)O)C1=CC=C(C=C1)O)=O